C(N)(=O)C=1C(=NC(=NC1)N1C(CN(CC1)C(=O)OC(C)(C)C)C)NC1=C(C(=CC=C1)C1=NC=C(C=N1)F)OC tert-butyl 4-(5-carbamoyl-4-((3-(5-fluoropyrimidin-2-yl)-2-methoxyphenyl)amino)pyrimidin-2-yl)-3-methylpiperazine-1-carboxylate